(R)-N2-(4-Cyclopropyl-5-fluoro-6-methylpyridin-2-yl)-N4-(1,5-dimethyl-1H-pyrazol-3-yl)-5-(3,4-dimethylpiperazin-1-yl)pyrimidine-2,4-diamine C1(CC1)C1=CC(=NC(=C1F)C)NC1=NC=C(C(=N1)NC1=NN(C(=C1)C)C)N1C[C@H](N(CC1)C)C